ethyl 2-chloro-5-(2,2-diphenylacetamido)pyrimidine-4-carboxylate ClC1=NC=C(C(=N1)C(=O)OCC)NC(C(C1=CC=CC=C1)C1=CC=CC=C1)=O